C(C)N(CCC1=CNC2=CC=CC(=C12)OC1OC(C(C(C1O)O)O)CO)CC 2-((3-(2-(diethylamino)ethyl)-1H-indol-4-yl)oxy)-6-(hydroxymethyl)tetrahydro-2H-pyran-3,4,5-triol